2-(4-(4,4,5,5-tetramethyl-1,3,2-dioxaborolan-2-yl)butyl)piperidine-1,2-dicarboxylic acid CC1(OB(OC1(C)C)CCCCC1(N(CCCC1)C(=O)O)C(=O)O)C